2-(5-(2-amino-5-(6-methylpyridin-2-yl)-1H-imidazol-4-yl)-1H-imidazol-1-yl)-2-methyl-1-propanol NC=1NC(=C(N1)C1=CN=CN1C(CO)(C)C)C1=NC(=CC=C1)C